NCCOCC(C)NC1CCC(CC1)NC1=NC=C(C(=C1)C1=CC=CC(=N1)NCC1(CCOCC1)C#N)Cl 4-[[[6-[2-[[4-[[2-(2-aminoethoxy)-1-methyl-ethyl]amino]cyclohexyl]amino]-5-chloro-4-pyridyl]-2-pyridyl]amino]methyl]tetrahydropyran-4-carbonitrile